BrC1=C(C(=CC(=C1)C(C(F)(F)F)(C(F)(F)F)F)C(F)(F)F)NC(C1=C(C=CC=C1)F)=O N-[2-bromo-4-[1,2,2,2-tetrafluoro-1-(trifluoromethyl)ethyl]-6-(trifluoromethyl)phenyl]-2-fluoro-benzamide